bis(2-butyloctyl)10-[(1-methyl-4-piperidyl)methyl-octylsulfinyl-amino]nonadecanedioate C(CCC)C(COC(CCCCCCCCC(CCCCCCCCC(=O)OCC(CCCCCC)CCCC)N(S(=O)CCCCCCCC)CC1CCN(CC1)C)=O)CCCCCC